Lithium bis(triflimide) N(S(=O)(=O)C(F)(F)F)S(=O)(=O)C(F)(F)F.N(S(=O)(=O)C(F)(F)F)S(=O)(=O)C(F)(F)F.[Li]